C1(CC1)N1[C@@H](CN(CC1)C1CCN(CC1)C1=C(C=C(C(=C1)OC)NC1=NC=NC(=C1)N1OCC[C@@H]1CC1=CC(=CC=C1)N(C)C)NC(C=C)=O)C N-(2-(4-((R)-4-cyclopropyl-3-methylpiperazine-1-yl)piperidine-1-yl)-5-((6-((S)-3-(3-(dimethylamino)benzyl)isoxazolidine-2-yl)pyrimidine-4-yl)amino)-4-methoxyphenyl)acrylamide